CC1(C2C(N(C(C12)=O)CC1=CC2=NC=CC(=C2S1)C1=C(C(=NC(=C1)C(F)(F)F)C)C[C@@H]1CNCC1)=O)C 6,6-dimethyl-3-((7-(2-methyl-3-(((S)-pyrrolidin-3-yl)methyl)-6-(trifluoromethyl)pyridin-4-yl)thieno[3,2-b]pyridin-2-yl)methyl)-3-azabicyclo[3.1.0]hexane-2,4-dione